4-cyano-N-[(1r,3s)-3-{[6-methyl-2-(trifluoromethyl)quinolin-4-yl]amino}cyclohexyl]benzamide C(#N)C1=CC=C(C(=O)N[C@H]2C[C@H](CCC2)NC2=CC(=NC3=CC=C(C=C23)C)C(F)(F)F)C=C1